(4-bromo-6-fluoro-1-(triisopropylsilyl)-1H-indol-5-yl)(2-cyanopyridin-4-yl)methyl acetate C(C)(=O)OC(C1=CC(=NC=C1)C#N)C=1C(=C2C=CN(C2=CC1F)[Si](C(C)C)(C(C)C)C(C)C)Br